CC(C(=O)[O-])F.COC(CF)=O.[Cl-].OC[PH3+].OC[PH3+] (hydroxymethyl)phosphonium chloride methyl-fluoroacetate (methyl-fluoroacetate)